FC1=CC=C(C=C1)C=1N=CNC1C1=CC=C2C=NNC2=C1 6-(4-(4-Fluorophenyl)-1H-imidazol-5-yl)-1H-indazole